C(C)(C)N1C=C(C2=CC(=CC=C12)Cl)S(=O)(=O)C1=CC(=C(C=C1)OC)N1CCNCC1 isopropyl-5-chloro-3-((4-methoxy-3-(piperazin-1-yl)phenyl)sulfonyl)-1H-indole